N-[(1S)-5-[2-(2-aminopyridin-3-yl)-5-(1,2,3-triazol-2-yl)imidazo[4,5-b]pyridin-3-yl]-2,3-dihydro-1H-inden-1-yl]-3-fluoro-5-formyl-4-hydroxybenzamide NC1=NC=CC=C1C1=NC=2C(=NC(=CC2)N2N=CC=N2)N1C=1C=C2CC[C@@H](C2=CC1)NC(C1=CC(=C(C(=C1)C=O)O)F)=O